2-[2,6-bis(propan-2-yl)-4-[3-(trifluoromethyl)phenyl]phenyl]-N-{4-[(dimethylamino)methyl]benzene-sulfonyl}acetamide CC(C)C1=C(C(=CC(=C1)C1=CC(=CC=C1)C(F)(F)F)C(C)C)CC(=O)NS(=O)(=O)C1=CC=C(C=C1)CN(C)C